S-(β-phenyl acetamidoethyl)mercapto acetate C(C)(=O)OSCCNC(CC1=CC=CC=C1)=O